(R)-4-{6-[6-(2-(2,4-dimethyl-3-oxopiperazin-1-yl)ethoxy)pyridin-3-yl]quinolin-2-yl}-6-methyl-1H-pyrrolo[2,3-c]pyridin-7(6H)-one C[C@H]1N(CCN(C1=O)C)CCOC1=CC=C(C=N1)C=1C=C2C=CC(=NC2=CC1)C=1C2=C(C(N(C1)C)=O)NC=C2